C1(CC1)C=1N(C(=C(N1)C1=C(C(=CC=C1)[N+](=O)[O-])F)C(C)N(C(OC(C)(C)C)=O)C)C tert-butyl (1-(2-cyclopropyl-4-(2-fluoro-3-nitrophenyl)-1-methyl-1H-imidazol-5-yl)ethyl)(methyl)carbamate